4-acetyl-4-(methoxycarbonyl)cyclopentane C(C)(=O)C1(CCCC1)C(=O)OC